(S)-1-tritylaziridine-2-carboxylic acid C(C1=CC=CC=C1)(C1=CC=CC=C1)(C1=CC=CC=C1)[N@@]1C(C1)C(=O)O